di(2,4,4-trimethyl-amyl)phosphonic acid CC(COP(OCC(CC(C)(C)C)C)=O)CC(C)(C)C